2-[(3bR,4aSR)-3-(4-Azaspiro[2.5]octan-4-carbonyl)-3b,4,4a,5-tetrahydro-1H-cyclopropa[3,4]cyclopenta[1,2-c]pyrazol-1-yl]-1-[4-(2,3-dimethylphenyl)piperazin-1-yl]ethan-1-on C1CC12N(CCCC2)C(=O)C=2C1=C(N(N2)CC(=O)N2CCN(CC2)C2=C(C(=CC=C2)C)C)C[C@H]2[C@H]1C2 |&1:33|